4,4-difluoro-1-{1-iodoimidazo[1,5-a]pyridine-6-carbonyl}piperidine FC1(CCN(CC1)C(=O)C=1C=CC=2N(C1)C=NC2I)F